CC1=C(C=CC(=C1)N1CCOCC1)NC1=NC=CC(=C1)NC=1C=CC=C2CCN(C12)C(C)=O 1-(7-((2-((2-Methyl-4-morpholinophenyl)amino)pyridin-4-yl)amino)indolin-1-yl)ethan-1-one